N-(4-(Benzyloxy)-2-Nitrophenyl)-Trifluoroacetamide C(C1=CC=CC=C1)OC1=CC(=C(C=C1)NC(C(F)(F)F)=O)[N+](=O)[O-]